3-Ethoxy-5-{6-[2-(3-methyl-naphthalen-2-yl)-ethylamino]-pyrimidin-4-yl}-thiophene C(C)OC1=CSC(=C1)C1=NC=NC(=C1)NCCC1=CC2=CC=CC=C2C=C1C